FC(S(=O)(=O)OC1=NC=CN=C1)(F)F Pyrazin-2-yl trifluoromethanesulfonate